[Si](C1=CC=CC=C1)(C1=CC=CC=C1)(C(C)(C)C)OC[C@]1([C@@H](C1)C(=O)OCC)F cis-ethyl 2-((tert-butyldiphenylsilyloxy)methyl)-2-fluorocyclopropanecarboxylate